9,9-dimethyl-9,10-dihydroacridin-4-amine CC1(C2=CC=CC=C2NC=2C(=CC=CC12)N)C